N-((2S)-1-(((2S)-4-(cyclopropylamino)-3-hydroxy-4-oxo-1-phenylbutan-2-yl)amino)-4-methyl-1-oxopentan-2-yl)-4-methoxybenzamide C1(CC1)NC(C([C@H](CC1=CC=CC=C1)NC([C@H](CC(C)C)NC(C1=CC=C(C=C1)OC)=O)=O)O)=O